C(C=C)(=O)N1C[C@@H](N(C[C@H]1C)C=1C2=C(N(C(N1)=O)C1=C(C=CC=C1S(=O)(=O)C(C)C)CC)N=C(C(=C2)F)C2=C(C=CC=C2O)F)C 4-((2S,5R)-4-propenoyl-2,5-dimethylpiperazin-1-yl)-1-(2-ethyl-6-(isopropylsulphonyl)phenyl)-6-fluoro-7-(2-fluoro-6-hydroxyphenyl)pyrido[2,3-d]pyrimidin-2(1H)-one